(2,3-Dihydro-1H-inden-5-yl)propan-1-one C1CCC2=CC(=CC=C12)C(CC)=O